C(C)(C)N1N=CC=2C1=NC=C(C2)N 1-isopropyl-1H-pyrazolo[3,4-b]pyridin-5-amine